(E)-4-((5-(dibutylamino)thiophen-2-yl)methylene)-3-phenylisoxazol-5(4H)-one C(CCC)N(C1=CC=C(S1)\C=C\1/C(=NOC1=O)C1=CC=CC=C1)CCCC